CC1=NC(=CC(=N1)NC1=NN2C(C=C(C=C2)C=2N(N=CC2OC[C@@H]2N(CC2)C)C)=C1)C N-(2,6-dimethylpyrimidin-4-yl)-5-[2-methyl-4-[[(2R)-1-methylazetidin-2-yl]methoxy]pyrazol-3-yl]pyrazolo[1,5-a]pyridin-2-amine